calcium bis(monoethyl 3,5-di-tert-butyl-4-hydroxybenzylphosphonate) C(C)C(C1=CC(=C(C(=C1)C(C)(C)C)O)C(C)(C)C)P([O-])([O-])=O.C(C)C(C1=CC(=C(C(=C1)C(C)(C)C)O)C(C)(C)C)P([O-])([O-])=O.[Ca+2].[Ca+2]